5-(8-fluoro-[1,2,4]triazolo[1,5-a]pyridin-6-yl)-N-neopentyl-7H-pyrrolo[2,3-d]pyrimidin-2-amine FC=1C=2N(C=C(C1)C1=CNC=3N=C(N=CC31)NCC(C)(C)C)N=CN2